(R)-3-(2-bromo-4,5-dichloro-1H-imidazol-1-yl)-10-methyl-9,10,11,12-tetrahydro-8H-[1,4]diazepino[5',6':4,5]thieno[3,2-f]quinolin-8-one BrC=1N(C(=C(N1)Cl)Cl)C1=NC=2C=CC3=C(C2C=C1)C1=C(S3)C(N[C@@H](CN1)C)=O